ClC1=C2C(N(C=NC2=CC=C1)C1=CC=CC=C1)=O 5-chloro-3-phenylquinazolin-4(3H)-one